2-(5-chloropyridin-2-yl)-4-(1,2,3,6-tetrahydropyridin-4-yl)-2-(trifluoromethyl)-2,3-dihydrobenzo[d]oxazole hydrochloride Cl.ClC=1C=CC(=NC1)C1(OC2=C(N1)C(=CC=C2)C=2CCNCC2)C(F)(F)F